NCC1=NNC(C2=CC=C(C=C12)C=1C=NN(C1C1=C(C2=C(N=CS2)C=C1)C#N)C)=O 6-(4-(4-(aminomethyl)-1-oxo-1,2-dihydrophthalazin-6-yl)-1-methyl-1H-pyrazol-5-yl)benzo[d]thiazole-7-carbonitrile